O[C@@H](C)[C@@H]1[C@H]([C@H]([C@@H](C1)N1C=CC2=C1N=CN=C2C)O)O (1S,2R,3R,5R)-3-((S)-1-hydroxyethyl)-5-(4-methyl-7H-pyrrolo[2,3-d]pyrimidin-7-yl)cyclopentane-1,2-diol